5-chloro-3-((benzenesulfonyl)methyl)-1-trityl-1H-pyrazole ClC1=CC(=NN1C(C1=CC=CC=C1)(C1=CC=CC=C1)C1=CC=CC=C1)CS(=O)(=O)C1=CC=CC=C1